dimethyl-4-chloropyridine-2,6-dicarboxylic acid CC=1C(=C(C(=NC1C(=O)O)C(=O)O)C)Cl